4-((2,4-dichloro-5-methoxyphenyl)amino)-7-(3-(4-((2-(2,6-dioxopiperidine-3-yl)-1-oxoisoindoline-5-yl)methyl)piperazin-1-yl)propoxy)-6-methoxyquinoline-3-carbonitrile ClC1=C(C=C(C(=C1)Cl)OC)NC1=C(C=NC2=CC(=C(C=C12)OC)OCCCN1CCN(CC1)CC=1C=C2CN(C(C2=CC1)=O)C1C(NC(CC1)=O)=O)C#N